6-fluoro-2-oxo-1,2-dihydropyridine FC1=CC=CC(N1)=O